C1(CC1)CC(CCCCC[C@@H](C=1NC(=CN1)C1=CC=C(C=C1)F)NC(=O)[C@H]1CC12CCN(CC2)C)=O (S)-N-((S)-8-cyclopropyl-1-(5-(4-fluorophenyl)-1H-imidazol-2-yl)-7-oxooctyl)-6-methyl-6-azaspiro[2.5]octane-1-carboxamide